FC=1C=C(C#N)C=C(C1)[C@@H]1CC=NN1C(=O)N1CCN(CC1)C1=NC=C(C(=N1)C=1C=NC(=CC1)O)F (S)-3-fluoro-5-(1-(4-(5-fluoro-4-(6-hydroxypyridin-3-yl)pyrimidin-2-yl)piperazine-1-carbonyl)-4,5-dihydro-1H-pyrazol-5-yl)benzonitrile